ethyl 5-[4-(benzyloxy)piperidin-1-yl]-2-[(6-chloro-5-methylpyridazin-3-yl)(methyl)amino]-1,3-thiazole-4-carboxylate C(C1=CC=CC=C1)OC1CCN(CC1)C1=C(N=C(S1)N(C)C=1N=NC(=C(C1)C)Cl)C(=O)OCC